C(CCCCCCCCCCC)OCC(CCCC)CC 2-ethylhexyl dodecyl ether